isopropyl (R)-3-(2-(6-((4-(4-methylpiperazin-1-yl)phenyl)amino)pyrimidin-4-yl)isoxazolidin-3-yl)benzoate CN1CCN(CC1)C1=CC=C(C=C1)NC1=CC(=NC=N1)N1OCC[C@@H]1C=1C=C(C(=O)OC(C)C)C=CC1